FC(C=1C=NN(C1)C1=CC=C(C=N1)S(=O)(=O)NC=1C=CC=C2C=NN(C12)C)F 6-[4-(DIFLUOROMETHYL)PYRAZOL-1-YL]-N-(1-METHYLINDAZOL-7-YL)PYRIDINE-3-SULFONAMIDE